(2S,4R)-4-fluoro-N-[(S)-phenyl[4-(propan-2-yl)phenyl]methyl]-1-[3-(1H-1,2,4-triazol-1-yl)benzoyl]pyrrolidine-2-carboxamide F[C@@H]1C[C@H](N(C1)C(C1=CC(=CC=C1)N1N=CN=C1)=O)C(=O)N[C@H](C1=CC=C(C=C1)C(C)C)C1=CC=CC=C1